C1(CC1)C1=CC=C(C(=O)NC(C(=O)O)CC2=CC=C(C=C2)OCCCC2=NC=3NCCCC3C=C2)C=C1 2-(4-cyclopropylbenzamido)-3-(4-(3-(5,6,7,8-tetrahydro-1,8-naphthyridin-2-yl)propoxy)phenyl)propanoic acid